3-((2-((4-(4-acryloylpiperazin-1-yl)phenyl)amino)-5-methylpyrimidin-4-yl)amino)-N-(tert-butyl)benzenesulfonamide C(C=C)(=O)N1CCN(CC1)C1=CC=C(C=C1)NC1=NC=C(C(=N1)NC=1C=C(C=CC1)S(=O)(=O)NC(C)(C)C)C